(4S,5R,6R)-5-acetamido-4-amino-6-[(1R,2R)-2,3-dihydroxy-1-methoxypropyl]-5,6-dihydro-4H-pyran-2-carboxylic acid C(C)(=O)N[C@@H]1[C@H](C=C(O[C@H]1[C@@H]([C@@H](CO)O)OC)C(=O)O)N